P(=O)(O)(O)[O-].C(CCCCCCCCCCCCCCC)[N+](C)(C)CCO Cetyl-(2-hydroxyethyl)dimethylammonium dihydrogenphosphate